bis{2,4-bis(1-methylethyl) phenyl} diphosphite O(P(OC1=C(C=C(C=C1)C(C)C)C(C)C)OP([O-])[O-])C1=C(C=C(C=C1)C(C)C)C(C)C